3-[(4-aminophenyl)azo]benzenesulfonic acid NC1=CC=C(C=C1)N=NC=1C=C(C=CC1)S(=O)(=O)O